tert-butyl (3-hydroxy-5-(2-isobutyl-6-(1-((2-(trimethylsilyl)ethoxy)methyl)-1H-1,2,4-triazol-3-yl)-1H-imidazo[4,5-c]pyridin-1-yl)cyclohexyl)carbamate OC1CC(CC(C1)N1C(=NC=2C=NC(=CC21)C2=NN(C=N2)COCC[Si](C)(C)C)CC(C)C)NC(OC(C)(C)C)=O